2-amino-4-(methylthio)-N-(2-naphthyl)butanamide NC(C(=O)NC1=CC2=CC=CC=C2C=C1)CCSC